C(CCCCCCCCCCC\C=C/CCCCCCCC)(=O)[O-] Erucat